FC1=NC=C(C(=C1)C(C)O)C 1-(2-fluoro-5-methylpyridin-4-yl)ethan-1-ol